4,4'-Dimethoxytriphenylamine COC1=CC=C(C=C1)N(C2=CC=CC=C2)C3=CC=C(C=C3)OC